[P].N1=PN=PN=P1 cyclotriphosphazene phosphorus